ClC=1N=C(N2N=C(N=CC21)NC2CCOCC2)C2CC(C2)(C)C 5-chloro-7-(3,3-dimethylcyclobutyl)-N-(oxan-4-yl)imidazo[4,3-f][1,2,4]triazin-2-amine